CON(C(COC(C(F)(F)F)C)=O)C N-Methoxy-N-methyl-2-((1,1,1-trifluoropropan-2-yl)oxy)acetamide